OC1OC(CCC1)CO hydroxy-6-(hydroxymethyl)oxan